ClC=1C2=CN(N=C2C(=C(C1)C1=CC=C(C=C1)N(C)CCN(C)C)Cl)C(C(=O)NC=1SC=CN1)C1=C2N(C=N1)C[C@@H](C2)F (4,7-Dichloro-6-(4-((2-(dimethylamino)ethyl)(methyl)amino)phenyl)-2H-indazol-2-yl)-2-((R)-6-fluoro-6,7-dihydro-5H-pyrrolo[1,2-c]imidazol-1-yl)-N-(thiazol-2-yl)acetamide